ClC1=C(C(=CC=C1)F)CCl 1-chloro-2-(chloromethyl)-3-fluorobenzene